[C@@H]1([C@H](O)[C@H](O)[C@H](O1)[C@H](O)C)N1C2=NC=NC(=C2N=C1)C 9-(6-deoxy-beta-d-allofuranosyl)-6-methylpurine